BrC=1C(=CC(=C(C1)NC(C1=CN=C(C=C1C(F)(F)F)OC)=O)N1C[C@@H](N([C@@H](C1)C)C)C)F N-(5-bromo-4-fluoro-2-((3S,5R)-3,4,5-trimethylpiperazin-1-yl)phenyl)-6-methoxy-4-(trifluoromethyl)nicotinamide